N-(4-fluoro-2-methylnicotinoyl)-O-((R)-2-methyl-4-(5,6,7,8-tetrahydro-1,8-naphthyridin-2-yl)butyl)-D-homoserine FC1=CC=NC(=C1C(=O)N[C@H](CCOC[C@@H](CCC1=NC=2NCCCC2C=C1)C)C(=O)O)C